ClCC(=O)N1C(CN(CC1)C1=NC(=NC(=N1)NC(CCO)C1=C(C=CC=C1)Cl)NC)C(=O)NCC=1SC=CC1 1-(2-Chloroacetyl)-4-(4-((1-(2-chlorophenyl)-3-hydroxypropyl)amino)-6-(methylamino)-1,3,5-triazin-2-yl)-N-(thiophen-2-ylmethyl)piperazine-2-carboxamide